FC1(C(C2=C(C(=C=C=C12)OC=1C=C(C(=O)N)C=C(C1)OC(F)F)C(F)(F)F)O)F 3-{8,8-difluoro-7-hydroxy-5-trifluoromethylbicyclo[4.2.0]oct-1,3,5-triene-2-enyloxy}-5-difluoromethoxybenzamide